B([O-])([O-])[O-].B([O-])([O-])[O-].[B+3].[B+3] diboron bisborate